6-[(1-{(2S)-2-amino-3-[(2-hydroxyethyl)amino]-2-methyl-3-oxopropyl}azetidin-3-yl)oxy]-3-[(1S,2R)-2-boronocyclopropyl]-2-hydroxybenzoic acid N[C@@](CN1CC(C1)OC1=CC=C(C(=C1C(=O)O)O)[C@@H]1[C@@H](C1)B(O)O)(C(=O)NCCO)C